C(CC#C)NC(=O)C1=CC(=NC(=C1)C=1N=NN(C1)C=1C(=C(C(=O)O)C=CC1)O)C=1N=NN(C1)C=1C(=C(C(=O)O)C=CC1)O 4'-((4-(but-3-yn-1-ylcarbamoyl)pyridine-2,6-diyl)bis(1H-1,2,3-triazole-4,1-diyl))bis(2-hydroxybenzoic acid)